CCCCCCCC(CC)=O Decan-8-one